N-[(1s,3R,5S,7s)-adamantan-1-yl]pyridine-4-carboxamide C12(CC3CC(CC(C1)C3)C2)NC(=O)C2=CC=NC=C2